1-{2,7-diazaspiro[4.4]nonan-2-yl}-2-{[5-(trifluoromethyl)-1,2-benzoxazol-3-yl]amino}ethan-1-one hydrochloride Cl.C1N(CCC12CNCC2)C(CNC2=NOC1=C2C=C(C=C1)C(F)(F)F)=O